2-Bromo-4,4-dimethylcyclohex-1-ene-1-carboxylic acid benzyl ester C(C1=CC=CC=C1)OC(=O)C1=C(CC(CC1)(C)C)Br